(1R,3R,4R)-2-((R)-2-((3-chlorophenyl)amino)-3-cyclopropylpropanoyl)-N-((S)-1-cyano-2-((S)-2-oxopiperidin-3-yl)ethyl)-5,5-difluoro-2-azabicyclo[2.2.2]octane-3-carboxamide ClC=1C=C(C=CC1)N[C@@H](C(=O)N1[C@H]2CC([C@@H]([C@@H]1C(=O)N[C@@H](C[C@H]1C(NCCC1)=O)C#N)CC2)(F)F)CC2CC2